2,6-di-t-butylcatechol C(C)(C)(C)C1(C(O)C(=CC=C1)C(C)(C)C)O